isopropanol, potassium salt [K].C(C)(C)O